BrC=1C=CC2=C(C(=NS2(=O)=O)Cl)C1F 5-bromo-3-chloro-4-fluorobenzo[d]isothiazole 1,1-dioxide